1,3-dimethylimidazolidin-2-ylium trifluoroborate B(F)(F)F.CN1[CH+]N(CC1)C